2,9,11,14,17,20,27,31,38,41,44-undecaoxa-23,35-diaza-10-λ~5~-phosphahexatetracontan-46-yl 6-(benzyloxy)-6-oxohexyl phosphate P(=O)(OCCOCCOCCOCCNCCCOCCCOCCCNCCOCCOCCOCCO[PH3]OCCCCCCOC)(OCCCCCC(=O)OCC1=CC=CC=C1)[O-]